4-((7-chloro-3-methyl-2,4-dioxo-3,4-dihydroquinazolin-1(2H)-yl)methyl)-N-hydroxybenzoamide ClC1=CC=C2C(N(C(N(C2=C1)CC1=CC=C(C(=O)NO)C=C1)=O)C)=O